C1(=CC=CC=C1)CCNC(=O)C1=CC(=NN1CCCCC)C(C)(C)C (R)-N-(2-phenylethyl)-3-tert-butyl-1-N-pentyl-1H-pyrazole-5-carboxamide